N1(N=NC2=C1C=CC=C2)C(=O)[O-] 1H-benzo[d][1,2,3]triazol-1-carboxylate